2-thiazol-4-yl-cyclopropanecarboxamide S1C=NC(=C1)C1C(C1)C(=O)N